butyl 6-(3-(cinnolin-6-yl)-4-iodo-5-methyl-1H-pyrazol-1-yl)-2-azaspiro[3.3]heptane-2-carboxylate N1=NC=CC2=CC(=CC=C12)C1=NN(C(=C1I)C)C1CC2(CN(C2)C(=O)OCCCC)C1